1-(3-chloro-2-hydroxymethylphenyl)-3-[3-(2-aminoethylamino)-5-methoxyphenyl]urea ClC=1C(=C(C=CC1)NC(=O)NC1=CC(=CC(=C1)OC)NCCN)CO